NC1=NC(=NC=C1C(=O)NC1=CC=C(C=C1)OC[C@@H](CF)O)N1CCN(CC1)C1=NC=CC=C1 (S)-4-amino-N-(4-(3-fluoro-2-hydroxypropoxy)phenyl)-2-(4-(pyridin-2-yl)piperazin-1-yl)pyrimidine-5-carboxamide